OC1=C(C(=O)OC)C=C(C=C1)C=CC(C1=CC=CC=C1)=O Methyl 2-hydroxy-5-(3-oxo-3-phenylprop-1-enyl)benzoate